2-mercapto-4-methyl-5-(beta-hydroxyethyl)-thiazole SC=1SC(=C(N1)C)CCO